3-[5-[3-[[2-(4-Chloro-3-fluoro-phenoxy)acetyl]amino]-1-bicyclo[1.1.1]pentanoyl]-1,3,4-oxadiazol-2-yl]-2-methyl-azetidine-1-carboxylic acid tert-butyl ester C(C)(C)(C)OC(=O)N1C(C(C1)C=1OC(=NN1)C(=O)C12CC(C1)(C2)NC(COC2=CC(=C(C=C2)Cl)F)=O)C